ClC1=C(C2=C(C=N1)C(=NN2C2CC2)N2[C@@H]1CN([C@H](C2)CC1)C(=O)OC(C)(C)C)F tert-butyl (1S,4S)-5-(6-chloro-1-cyclopropyl-7-fluoro-1H-pyrazolo[4,3-c]pyridin-3-yl)-2,5-diazabicyclo[2.2.2]octane-2-carboxylate